succinimide-N-oxide C1(CCC([NH+]1[O-])=O)=O